1-bromopyrene BrC1=CC=C2C=CC3=CC=CC4=CC=C1C2=C34